N-((1-fluorocyclohexyl)methyl)-5-(8-fluoroimidazo[1,2-a]pyridin-6-yl)-7H-pyrrolo[2,3-d]pyrimidin-2-amine FC1(CCCCC1)CNC=1N=CC2=C(N1)NC=C2C=2C=C(C=1N(C2)C=CN1)F